CCCCCCCCC(CCCCCCCC)OC(CCCCCCCN(CCCCCCCC(=O)OCCCCCCCCC)CCF)=O.C(C)(C)(C)C1=CC=C(C(=O)SC2=CC=C(C=C2)C2=CC=C(C=C2)[S+](C2=CC=CC=C2)C2=CC=CC=C2)C=C1 4-[4-(4-tert-butylbenzoyl)thiophenyl]phenyl-diphenylsulfonium heptadecan-9-yl-8-((2-fluoroethyl)(8-(nonyloxy)-8-oxooctyl)amino)octanoate